N-(Cyclohexylmethyl)-4-hydroxy-6-(1H-pyrazol-1-yl)nicotinamide C1(CCCCC1)CNC(C1=CN=C(C=C1O)N1N=CC=C1)=O